N-(3-chloro-2-fluoro-phenyl)-7-fluoro-6-[(3S)-pyrrolidin-3-yl]oxy-quinazolin-4-amine ClC=1C(=C(C=CC1)NC1=NC=NC2=CC(=C(C=C12)O[C@@H]1CNCC1)F)F